ClC(C(C(=O)OC)=O)C1=C(C=CC=C1)F methyl 3-chloro-3-(2-fluorophenyl)-2-oxopropionate